CC1=CC=CC=[N+]1[O-] 2-methylpyridine N-oxide